BrC=1C=CC2=C(N(N=N2)C(C)C)C1 6-bromo-1-isopropyl-1H-benzo[d][1,2,3]triazole